C(CCCCCC=CCC=CCC=CCC=CCC=C)(=O)O 7,10,13,16,19-eicosapentaenoic acid